N-(3-dimethoxymethylsilylpropyl)aminosuccinic acid ethyl diethylsilylpropyl ester (3-dimethoxymethylsilylpropyl)aminosuccinate COC(OC)[SiH2]CCCNC(C(=O)O)CC(=O)O.C(C)[SiH](CC)CCCOC(CC(C(=O)OCC)NCCC[SiH2]C(OC)OC)=O